[N-](S(=O)(=O)C(F)(F)C(F)(F)F)S(=O)(=O)C(F)(F)C(F)(F)F.C[N+]1(CCCC1)CCC 1-methyl-1-propylpyrrolidinium bis(pentafluoroethylsulfonyl)imide salt